CC(C)NC(COC=1C=C(C=CC1)C1=NC2=CC=CC=C2C(=N1)NC=1C=C2C=NN(C2=CC1)C(=O)OC(C)(C)C)=O 1,1-Dimethylethyl 5-[[2-[3-[2-[(1-methylethyl)amino]-2-oxoethoxy]-phenyl]-4-quinazolinyl]amino]-1H-indazole-1-carboxylate